5-(2-ethoxypyridin-3-yl)-1-isopropyl-3-methyl-1H-pyrazolo[4,3-b]Pyridine-7-carbaldehyde C(C)OC1=NC=CC=C1C1=CC(=C2C(=N1)C(=NN2C(C)C)C)C=O